ClC1([C@H]([C@@H]1C1=CC(=CC(=C1)Cl)Cl)C(=O)NC1=CC(=C(C=C1)Cl)NC(C(CC)(F)F)=O)Cl |r| trans-rac-2,2-Dichloro-N-(4-chloro-3-(2,2-difluorobutanamido)phenyl)-3-(3,5-dichlorophenyl)cyclopropane-1-carboxamide